C(#N)CC/C=C/C1=CC(=C(N1C1=CC=C(C#N)C=C1)C)C(CN1[C@H]2[C@@H](C[C@@H]1CC2)O)=O 4-[5-[(1E)-4-cyanobut-1-en-1-yl]-3-[2-[(1R,2R,4S)-2-hydroxy-7-azabicyclo[2.2.1]heptan-7-yl]acetyl]-2-methyl-1H-pyrrol-1-yl]benzonitrile